C1(=CC=CC=C1)C=1C=NC=C(C1)SC(F)(F)F 3-Phenyl-5-trifluoromethylthiopyridine